6-(4-fluorophenyl)-5-(4-pyridyl)-1H-pyrazolo[3,4-b]pyridine FC1=CC=C(C=C1)C1=C(C=C2C(=N1)NN=C2)C2=CC=NC=C2